C1(=C(C(=CC(=C1)C)C)C=1C=C2C=CC(=NC2=CC1)\N=C\1/NC2=CC=C(C=C2C=C1)C1=C(C=C(C=C1C)C)C)C (Z)-6-mesityl-N-(6-mesitylquinolin-2(1H)-ylidene)quinolin-2-amine